(benzothiazol-2-yl)-3-methylbutan-2-ol S1C(=NC2=C1C=CC=C2)CC(C(C)C)O